OC1=C(C=CC=C1)C1=CC2=C(N=N1)NC(=C2)C2CN(C2)C(=O)O 3-[3-(2-hydroxyphenyl)-7H-pyrrolo[2,3-c]Pyridazin-6-yl]Azetidine-1-carboxylic acid